(S)-1-(5-((4-(difluoromethyl)-2-fluorophenyl)thio)pyrazin-2-yl)-4'H,6'H-spiro[piperidine-4,5'-pyrrolo[1,2-b]pyrazol]-4'-amine FC(C1=CC(=C(C=C1)SC=1N=CC(=NC1)N1CCC2([C@@H](C=3N(N=CC3)C2)N)CC1)F)F